tert-butyl (S)-4-((3-((4-chloro-2-cyanophenoxy)methyl)phenyl)fluoromethyl)piperidine-1-carboxylate ClC1=CC(=C(OCC=2C=C(C=CC2)[C@H](C2CCN(CC2)C(=O)OC(C)(C)C)F)C=C1)C#N